OI1(OC(C2=C1C=CC=C2)=O)=O 1-hydroxy-3H-benz[d][1,2]iodoxole-1,3-dione